p-phenoxybenzoic anhydride O(C1=CC=CC=C1)C1=CC=C(C(=O)OC(C2=CC=C(C=C2)OC2=CC=CC=C2)=O)C=C1